N-(6-((5-bromo-2-((5-isopropyl-2-methoxy-4-(4-(piperazin-1-yl)piperidin-1-yl)phenyl)amino)pyrimidin-4-yl)amino)quinoxalin-5-yl)methanesulfonamide BrC=1C(=NC(=NC1)NC1=C(C=C(C(=C1)C(C)C)N1CCC(CC1)N1CCNCC1)OC)NC=1C(=C2N=CC=NC2=CC1)NS(=O)(=O)C